methyl 2-amino-1,3-thiazole-4-carboxylate NC=1SC=C(N1)C(=O)OC